methyl (R)-2-(3-((5-(((S)-1-(4-(tert-butyl)phenyl)ethyl)carbamoyl)-2-methyl-1H-benzo[d]imidazol-1-yl)methyl)-5-chlorophenoxy)propanoate C(C)(C)(C)C1=CC=C(C=C1)[C@H](C)NC(=O)C1=CC2=C(N(C(=N2)C)CC=2C=C(O[C@@H](C(=O)OC)C)C=C(C2)Cl)C=C1